COCN(C1=NC(=NC(=N1)NCOC)NCOC)COC N,N,N',N''-Tetrakis-methoxymethyl-[1,3,5]triazin-2,4,6-triamin